[Br-].C(C)(C)[N+]1=CN(C=C1)C=C 3-Isopropyl-1-vinyl-1H-imidazole-3-ium bromide